CC1(N(CC(C1)CCCOS(=O)(=O)C)C(=O)OC(C)(C)C)C tert-Butyl 2,2-dimethyl-4-(3-methylsulfonyloxypropyl)pyrrolidine-1-carboxylate